C=CC1=CC=CC2=C1C3=CC4=CC=CC=C4C=C3C=C2 2-tetraphenylethylene